C(C)(C)(C)OC(=O)N(C(OC(C)(C)C)=O)C1=NOC=C1C=O tert-Butyl N-tert-butoxycarbonyl-N-(4-formylisoxazol-3-yl)carbamate